O=C1N(C=CC2=C1C=NN2)C2CCC(CC2)C(=O)OC methyl (1s,4s)-4-(4-oxo-1,4-dihydro-5H-pyrazolo[4,3-c]pyridin-5-yl)cyclohexane-1-carboxylate